C(CCCCCCCCCCCCCCCCCCCCCC)OCCCCCCCCCCCCCCCCCCCCCCC tricosyl ether